tert-butyl 4-((4-(3-(2,6-dioxopiperidin-3-yl)-1-methyl-1H-indazol-7-yl)piperidin-1-yl)methyl)piperidine-1-carboxylate O=C1NC(CCC1C1=NN(C2=C(C=CC=C12)C1CCN(CC1)CC1CCN(CC1)C(=O)OC(C)(C)C)C)=O